NC(C)C1=C(N)C=CC=C1 2-(1-aminoethyl)aniline